2-[3-(3,5-dichlorophenyl)ureido]-N-propylbenzamide ClC=1C=C(C=C(C1)Cl)NC(NC1=C(C(=O)NCCC)C=CC=C1)=O